C(C)OC1=C(C(=O)OC)C=CC=C1 methyl ortho-ethoxybenzoate